ClC1=CC2=C(N=C(N=C2N2CC(C2)C(F)(F)F)C2=C(C(=CC(=C2Cl)OC)OC)Cl)C=N1 6-chloro-2-(2,6-dichloro-3,5-dimethoxyphenyl)-4-(3-(trifluoromethyl)azetidin-1-yl)pyrido[3,4-d]pyrimidine